3-bromo-2-methoxy-6-((tetrahydro-2H-pyran-4-yl)oxy)pyridine BrC=1C(=NC(=CC1)OC1CCOCC1)OC